ClC=1C=C(C=CC1F)NC1=NC=NC2=CC(=C(C=C12)O[C@@H]1CC[C@@H](CC1)N(C)S(=O)(=O)N1CCOCC1)OC 4-[(3-chloro-4-fluoro-phenyl)amino]-6-(cis-4-{N-[(morpholin-4-yl)sulfonyl]-N-methyl-amino}-cyclohex-1-yloxy)-7-methoxy-quinazoline